(1-Acetylindolin-5-yl)-N-(pyridin-3-ylmethyl)benzamide C(C)(=O)N1CCC2=CC(=CC=C12)C1=C(C(=O)NCC=2C=NC=CC2)C=CC=C1